tert-butyl (1R,5S)-3-(3-chloro-4-cyano-6-(3-(methoxymethoxy)naphthalen-1-yl)isoquinolin-1-yl)-3,8-diazabicyclo[3.2.1]octan-8-carboxylate ClC=1N=C(C2=CC=C(C=C2C1C#N)C1=CC(=CC2=CC=CC=C12)OCOC)N1C[C@H]2CC[C@@H](C1)N2C(=O)OC(C)(C)C